CC1=NC(=NO1)C1=CC=C2C=CN=C(C2=C1)NCCN1C(C=2C=C(C=NC2CC1)C(=O)O)=O 6-(2-{[7-(5-methyl-1,2,4-oxadiazol-3-yl)isoquinolin-1-yl]amino}ethyl)-5-oxo-5,6,7,8-tetrahydro-1,6-naphthyridine-3-carboxylic acid